[C@]12(OC[C@@H](NC1)C2)C(=O)N2[C@H](C1=C(C=C(C=C1CC2)Cl)Cl)C ((1S,4S)-2-oxa-5-azabicyclo[2.2.1]heptan-1-yl)((S)-6,8-dichloro-1-methyl-3,4-dihydroisoquinolin-2(1H)-yl)methanone